Methyl 2-(3-cyano-4-isobutoxyphenyl)-1-isobutyl-1H-benzo[d]imidazole-6-carboxylate C(#N)C=1C=C(C=CC1OCC(C)C)C1=NC2=C(N1CC(C)C)C=C(C=C2)C(=O)OC